NC1=NC(=C(C(=C1C#N)C=1C=NC(=CC1)OC[C@@H](C)OC([2H])([2H])[2H])C#N)SCC1COC1 (R)-2'-amino-6-(2-(methoxy-d3)propoxy)-6'-((oxetan-3-ylmethyl)thio)-[3,4'-bipyridine]-3',5'-dicarbonitrile